BrC=1C=NC=2CCN(CC2C1)C1=NC=C(C#N)C=C1C 6-(3-bromo-7,8-dihydro-1,6-naphthyridin-6(5H)-yl)-5-methylnicotinonitrile